N-(5-(1H-pyrazol-4-yl)-pyridin-2-yl)-2-((2-(4-cyano-phenyl)propyl)-amino)-2-phenyl-acetamide N1N=CC(=C1)C=1C=CC(=NC1)NC(C(C1=CC=CC=C1)NCC(C)C1=CC=C(C=C1)C#N)=O